1-(4-((E)-2-(6-((E)-(2-oxo-4-phenylpyrrolidin-3-ylidene)methyl)-1H-indazol-3-yl)vinyl)benzyl)piperidine-4-carbonitrile trifluoroacetate salt FC(C(=O)O)(F)F.O=C\1NCC(/C1=C\C1=CC=C2C(=NNC2=C1)/C=C/C1=CC=C(CN2CCC(CC2)C#N)C=C1)C1=CC=CC=C1